COC1=NC(=NN2C1=C(C=C2)C=2C=CC1=C(N(N=N1)C)C2)NC2CC(C2)(C)NC(C)=O N-((1s,3s)-3-((4-methoxy-5-(1-methyl-1H-benzo[d][1,2,3]triazol-6-yl)pyrrolo[2,1-f][1,2,4]triazin-2-yl)amino)-1-methylcyclobutyl)acetamide